[Cl-].C(C(=C)C)(=O)NCCC[N+](C)(C)C (3-methacrylamido)propyl-trimethylammonium chloride